1-(tert-butyl)-3-methyl-1,5-dihydro-4H-pyrazolo[3,4-d]Pyridazin-4-one C(C)(C)(C)N1N=C(C2=C1C=NNC2=O)C